C(C1=CC=CC=C1)OC(=O)N1CC2(CC2C1)C=1C=C2C(=NC=NC2=CC1)NC1=C(C(=C(C=C1)Cl)Cl)F benzyl-1-[4-(3,4-dichloro-2-fluoro-anilino)quinazolin-6-yl]-3-azabicyclo[3.1.0]hexane-3-carboxylate